C(C#CCCCCCCCCCCCCC)(=O)O 2-hexadecynic acid